C(C1=CC=CC=C1)OC1=CC(=CC(=C1)C(F)(F)F)Br 1-(benzyloxy)-3-bromo-5-(trifluoromethyl)benzene